2,3-dihydroxypropan-1-yl nonadecanoate C(CCCCCCCCCCCCCCCCCC)(=O)OCC(CO)O